N1(CCNCCC1)C1=NC2=CC(=C(C=C2C(=N1)NC1CCOCC1)OC)C#CCN1CCCC1 2-(1,4-diazepan-1-yl)-6-methoxy-7-(3-(pyrrolidin-1-yl)prop-1-yn-1-yl)-N-(tetrahydro-2H-pyran-4-yl)quinazolin-4-amine